ClC1=CC(=CC=2[C@@H](N(CCOC21)CC2=CC(NC=C2)=O)C)N2C=CC1=CC(=CC=C21)F 4-{[(5S)-9-chloro-7-(5-fluoroindol-1-yl)-5-methyl-3,5-dihydro-2H-1,4-benzoxazepin-4-yl]methyl}-1H-pyridin-2-one